C(C)(C)(C)OC(=O)NC1CC(C1)OC1CCN(CC1)C(=O)OCC[Si](C)(C)C 2-trimethylsilylethyl 4-[3-(tert-butoxycarbonylamino)cyclobutoxy]piperidine-1-carboxylate